2-(pyridin-3-yl)pyrazolo[5,1-b]Thiazole-7-carboxamide N1=CC(=CC=C1)C1=CN2C(S1)=C(C=N2)C(=O)N